benzyl alaninate p-toluenesulfonate CC1=CC=C(C=C1)S(=O)(=O)O.N[C@@H](C)C(=O)OCC1=CC=CC=C1